N-(1-Methylpiperidin-4-yl)-4-(pyrazin-2-yl)-3,4-dihydroquinoxaline-1(2H)-carbothioamide CN1CCC(CC1)NC(=S)N1CCN(C2=CC=CC=C12)C1=NC=CN=C1